C(C)(C)(C)OC(=O)N1CCC(=CC1)C=1SC=C(N1)OCC1=C(C=C(C=C1)Cl)F 4-[4-[(4-chloro-2-fluoro-phenyl)methoxy]thiazol-2-yl]-3,6-dihydro-2H-pyridine-1-carboxylic acid tert-butyl ester